1-(4-Bromo-2-fluoro-phenyl)ethanone BrC1=CC(=C(C=C1)C(C)=O)F